C(C1=CC=CC=C1)OCC/C(/C(CC(=O)C1=CC=CC=C1)C1=CC=C(C=C1)F)=C\C=C (E)-4-(2-(Benzyloxy)ethyl)-3-(4-fluorophenyl)-1-phenylhepta-4,6-dien-1-one